2-(1-piperidinyl)ethanethiol N1(CCCCC1)CCS